2-(1-ethoxyethyl)-1-(4-fluorophenyl)-9H-pyrrolo[1,2-a]indol-9-one C(C)OC(C)C=1C(=C2N(C=3C=CC=CC3C2=O)C1)C1=CC=C(C=C1)F